FC1(CCC1)CCC=O 3-(1-fluorocyclobutyl)propan-1-one